S1C2=C(C=C1)C=C(C=C2)CNC(=O)[C@H]2CN(CC2)C=2C=1C(N=CN2)=NN(C1)C1=CC(=C(C=C1)C)F (R)-N-(benzo[b]thiophen-5-ylmethyl)-1-(2-(3-fluoro-4-methylphenyl)-2H-pyrazolo[3,4-d]pyrimidin-4-yl)pyrrolidine-3-carboxamide